37-methylnonatriacontyl eicos-11-enoate C(CCCCCCCCCC=CCCCCCCCC)(=O)OCCCCCCCCCCCCCCCCCCCCCCCCCCCCCCCCCCCCC(CC)C